Phenylthiole C1(=CC=CC=C1)C=1SC=CC1